CNC(C1=C(C=CC=C1)SC1=CC=C2C(=NNC2=C1)C#CC1=NC=C(C=C1)OCCN1CCCC1)=O N-methyl-2-{[3-(2-{5-[2-(pyrrolidin-1-yl)ethoxy]pyridin-2-yl}ethynyl)-1H-indazol-6-yl]thio}benzamide